FC1=C(C(=C(C=C1C1=NN(C2=NC(=CC=C21)N2C1(CC1)COCC2)C)C(F)(F)F)F)O 2,6-Difluoro-3-(1-methyl-6-(7-oxa-4-azaspiro[2.5]octan-4-yl)-1H-pyrazolo[3,4-b]pyridin-3-yl)-5-(trifluoromethyl)phenol